ClCC[Si](OC)(OC)C 2-chloroethyl-methyl-dimethoxysilane